ClC1=C(C(=NN1CCN(C)C)C)C=O 5-CHLORO-1-[2-(DIMETHYLAMINO)ETHYL]-3-METHYL-1H-PYRAZOLE-4-CARBALDEHYDE